L-1-ferrocenyl-formyl chloride [C-]1(C=CC=C1)C(=O)Cl.[CH-]1C=CC=C1.[Fe+2]